C(CCCCCCC)(=O)O.C(CCCCCCC)(=O)O.C(CCCCCCC)(=O)O.OCC(O)CO.OCC(O)CO.OCC(O)CO triglycerol tricaprylate